[O].C(CC)[Te] n-propyl-tellurium oxygen